[Na+].CC1([C@@H](N2C([C@H]([C@H]2S1)NC(CC1=CC=CC=C1)=O)=O)C(=O)[O-])C (2S,5R,6R)-3,3-dimethyl-6-(2-phenylacetamido)-7-oxo-4-thia-1-azabicyclo[3.2.0]heptane-2-carboxylic acid sodium salt